N1CC(CCC1)CC(C)O (piperidin-3-yl)propan-2-ol